{3-[5-(difluoromethyl)-1,3,4-thiadiazol-2-yl]-1-methyl-2-oxo-7-(1,2,3,6-tetrahydro-4-pyridyl)-2,3-dihydro-1H-1,3-benzimidazol-5-ylsulfonyl}[3-(fluoromethyl)-3-oxetanyl]amine FC(C1=NN=C(S1)N1C(N(C2=C1C=C(C=C2C=2CCNCC2)S(=O)(=O)NC2(COC2)CF)C)=O)F